BrC1=CC(=CC=2C=COC21)C(C)(C)C 7-bromo-5-(tert-butyl)benzofuran